methyl 2-[(1R,3R,5S)-3-[[3-(2,6-dichlorophenyl)-5-methyl-1,2-oxazol-4-yl]carbonyloxy]-8-azabicyclo[3.2.1]octan-8-yl]-4-fluoro-1,3-benzothiazole-6-carboxylate ClC1=C(C(=CC=C1)Cl)C1=NOC(=C1C(=O)OC1C[C@H]2CC[C@@H](C1)N2C=2SC1=C(N2)C(=CC(=C1)C(=O)OC)F)C